(R)-7-(2-(((3-chloro-6-methoxy-pyridin-2-yl)oxy)methyl)pyrrolidin-1-yl)-1-(6-(3-(dimethyl-amino)azetidin-1-yl)pyridin-3-yl)-6-methyl-4-oxo-1,4-dihydro-quinoline-3-carboxylic acid ClC=1C(=NC(=CC1)OC)OC[C@@H]1N(CCC1)C1=C(C=C2C(C(=CN(C2=C1)C=1C=NC(=CC1)N1CC(C1)N(C)C)C(=O)O)=O)C